rac-(3R)-5-[6-chloro-5-[[6-methyl-4-(methylamino)-2-pyridyl]amino]-[1,3]dioxolo[4,5-b]pyridin-7-yl]-2,3,4,7-tetrahydro-1H-azepin-3-ol ClC=1C(=C2C(=NC1NC1=NC(=CC(=C1)NC)C)OCO2)C=2C[C@H](CNCC2)O |r|